BrC1=C(C=CC=C1Br)OC1=C(C(=CC=C1)Br)Br 2,3-dibromophenyl ether